N-(6-(1-methyl-1H-pyrazol-4-yl)isoquinolin-3-yl)-4-morpholinylcyclohexane-1-carboxamide CN1N=CC(=C1)C=1C=C2C=C(N=CC2=CC1)NC(=O)C1CCC(CC1)N1CCOCC1